COC1=C(CCNC(=O)C=2SC=CC2NC(=O)C2=CC=[N+](C=C2)[O-])C=CC=C1 4-((2-((2-methoxyphenethyl)carbamoyl)thiophen-3-yl)carbamoyl)pyridine 1-oxide